2-[(9S)-7-(4-chlorophenyl)-5-ethyl-13-methyl-3-thia-1,8,11,12-tetrazatricyclo[8.3.0.02,6]trideca-2(6),4,7,10,12-pentaen-9-yl]acetic acid ClC1=CC=C(C=C1)C=1C=2C(=CSC2N2C(=NN=C2[C@@H](N1)CC(=O)O)C)CC